tert-butyl 4-hydroxy-4-((isopropylamino) methyl)piperidine-1-carboxylate OC1(CCN(CC1)C(=O)OC(C)(C)C)CNC(C)C